3-acryloxyoctylmethyldiethoxysilane C(C=C)(=O)OC(CC[Si](OCC)(OCC)C)CCCCC